CC(C(=O)OCN1C(N(C=2N=CNC2C1=O)COC(C(C)(C)C)=O)=O)(C)C (3-[[(2,2-dimethylpropanoyl)oxy]methyl]-2,6-dioxo-2,3,6,7-tetrahydro-1H-purin-1-yl)methyl 2,2-dimethylpropanoate